OC(CN1C(N=CC=C1C1=CC=C(C=C1)OC(F)(F)F)C=1C=NNC1)(C)C N-(2-Hydroxy-2-methylpropyl)-2-(1H-pyrazol-4-yl)-6-[4-(trifluoromethoxy)phenyl]pyrimidin